2-(6-(2-(2-aminoethoxy)benzyl)-2-azaspiro[3.3]heptane-2-carbonyl)-7-oxa-2,5-diazaspiro[3.4]octan-6-one NCCOC1=C(CC2CC3(CN(C3)C(=O)N3CC4(C3)NC(OC4)=O)C2)C=CC=C1